Cl.Cl.FC1=CC(=CC2=CN(N=C12)C)C=1C=CC(=C(C1)O)C1=CN=C(N=N1)N1C[C@@H](NCC1)C(C)C 5-(7-fluoro-2-methyl-2H-indazol-5-yl)-2-{3-[(3S)-3-(prop-2-yl)piperazin-1-yl]-1,2,4-triazin-6-yl}phenol dihydrochloride